N-(4-{[6-(5-chloro-2-fluoro-phenyl)-3-sulfanylpyridazin-4-yl]amino}pyridin-2-yl)-3-(4-methylpiperazin-1-yl)propan-amide ClC=1C=CC(=C(C1)C1=CC(=C(N=N1)S)NC1=CC(=NC=C1)NC(CCN1CCN(CC1)C)=O)F